CC=1N=NN(N1)CC=O 2-(5-methyl-2H-tetrazol-2-yl)ethan-1-one